nickel-cobalt-magnesium-iron salt [Fe].[Mg].[Co].[Ni]